2-Methoxy-6-(3-nitrophenyl)-1H-phenalen-1-one COC=1C(C=2C=CC=C3C(=CC=C(C1)C23)C2=CC(=CC=C2)[N+](=O)[O-])=O